3-((13S,15R,E)-17-(hydroxyimino)-13-methyl-7,8,9,11,12,13,14,15,16,17-decahydro-6H-cyclopenta[a]phenanthren-15-yl)-N-(5-(4-methylpiperazin-1-yl)pyridin-2-yl)propanamide O\N=C\1/C[C@H](C2C3CCC=4C=CC=CC4C3CC[C@]12C)CCC(=O)NC1=NC=C(C=C1)N1CCN(CC1)C